methyl O-(tert-butyldiphenylsilyl)-N-(2,2-difluoroethyl)-L-homoserinate [Si](C1=CC=CC=C1)(C1=CC=CC=C1)(C(C)(C)C)OCC[C@H](NCC(F)F)C(=O)OC